C(=S)S.C(CCC)C=1C(NC=CC1)=NN butylpyridone hydrazone dithioformate